C1CC12NCC(CC2)CC(C)O 4-azaspiro[2.5]octan-6-ylpropan-2-ol